dioctadecylammonium chloride 3,5-bis(1,1-dimethylethyl)-4-hydroxybenzoate CC(C)(C)C=1C=C(C(=O)[O-])C=C(C1O)C(C)(C)C.[Cl-].C(CCCCCCCCCCCCCCCCC)[NH2+]CCCCCCCCCCCCCCCCCC.C(CCCCCCCCCCCCCCCCC)[NH2+]CCCCCCCCCCCCCCCCCC